1-bromo-3,5-difluoro-2-iodobenzene BrC1=C(C(=CC(=C1)F)F)I